CC1(OCCN1C(=O)[O-])C 2,2-Dimethyl-oxazolidine-3-carboxylate